1,4-Dimethoxy-2-[(E)-2-nitroethenyl]benzene COC1=C(C=C(C=C1)OC)\C=C\[N+](=O)[O-]